1-(3-Bromo-6-tert-butyl-5-chloro-2-pyridinyl)-4,4-difluoro-azepan BrC=1C(=NC(=C(C1)Cl)C(C)(C)C)N1CCC(CCC1)(F)F